ethylmethanesulphonic acid C(C)CS(=O)(=O)O